C(C)(=O)N1CCN(CC1)C(CC1=CC=C(C=C1)NC(=O)NCC1=CC=C(C=C1)Cl)=O N-{4-[2-(4-acetylpiperazinyl)-2-oxoethyl]phenyl}{[(4-chlorophenyl)methyl]amino}carboxamide